3-(trimethylsilyl)propan-2-ol C[Si](CC(C)O)(C)C